3-(4-chlorophenyl)-1-methyl-1H-pyrrole ClC1=CC=C(C=C1)C1=CN(C=C1)C